3,5-bis(2-bicyclo[2.2.1]heptyl)phenol C12C(CC(CC1)C2)C=2C=C(C=C(C2)C2C1CCC(C2)C1)O